C(C)(C)(C)OC(NCC1=C(C=CC(=C1)CN1C(NC(C2=C1C=CN2)=O)=S)Cl)=O (2-chloro-5-((4-oxo-2-thioxo-2,3,4,5-tetrahydro-1H-pyrrolo[3,2-d]pyrimidin-1-yl)methyl)benzyl)carbamic acid tert-butyl ester